3-bromo-N-(6-((5-((5-chloro-2-(2-methoxyethoxy)phenyl)carbamoyl)thiophen-2-yl)amino)-6-oxohexyl)furan-2-carboxamide BrC1=C(OC=C1)C(=O)NCCCCCC(=O)NC=1SC(=CC1)C(NC1=C(C=CC(=C1)Cl)OCCOC)=O